ClC=1C=C(C=CC1Cl)C(CN1[C@H](C(=CC=C1)O)C)O (S)-1-(2-(3,4-dichlorophenyl)-2-hydroxyethyl)-3-hydroxy-2-methylpyridine